6-methyl-3-[2-[1-[2-methyl-4-(4,4,5,5-tetramethyl-1,3,2-dioxaborolan-2-yl)pyrazol-3-yl]ethoxy]ethoxy]-2-vinyl-pyridine CC1=CC=C(C(=N1)C=C)OCCOC(C)C=1N(N=CC1B1OC(C(O1)(C)C)(C)C)C